C(C)(C)(C)OC(=O)N1CC(=CC1)C=1SC(=CC1)C(C)=O 3-(5-acetylthiophen-2-yl)-2,5-dihydro-1H-pyrrole-1-carboxylic acid tert-butyl ester